5-(5,6,7,8-tetrahydroimidazo[1,2-a]pyridin-3-yl)phenol N=1C=C(N2C1CCCC2)C=2C=CC=C(C2)O